C1(=CC=CC=C1)NC=1NC(/C(/N1)=C/C1=CN=CS1)=O (4Z)-2-(phenylamino)-4-[(1,3-thiazol-5-yl)methylidene]-4,5-dihydro-1H-imidazol-5-one